4-o-(4,6-dideoxy-4-{[4-[(4-o-hexopyranosylhexopyranosyl)oxy]-5,6-dihydroxy-3-(hydroxymethyl)cyclohex-2-en-1-yl]amino}hexopyranosyl)hexopyranose C[C@@H]1[C@H]([C@@H]([C@H]([C@H](O1)O[C@@H]2[C@H](O[C@@H]([C@@H]([C@H]2O)O)O)CO)O)O)N[C@H]3C=C([C@H]([C@@H]([C@H]3O)O)O[C@@H]4[C@@H]([C@H]([C@@H]([C@H](O4)CO)O[C@@H]5[C@@H]([C@H]([C@@H]([C@H](O5)CO)O)O)O)O)O)CO